O1CC(C1)OC(=O)OC(C)OC(=O)[C@H]1[C@@H](N(C[C@@H]1C1=CC2=C(OCO2)C=C1)CC(=O)N(CCCC)CCCC)C1=CC=C(C=C1)OC 1-((((oxetan-3-yl)oxy)carbonyl)oxy)ethyl-(2R,3R,4S)-4-(benzo[d][1,3]dioxolan-5-yl)-1-[2-(dibutylamino)-2-oxoethyl]-2-(4-methoxyphenyl)pyrrolidine-3-Carboxylate